N1C=CC=2C1=NC=C(C2)OC2=C(C(=O)OC)C(=CC(=C2)Br)F methyl 2-((1H-pyrrolo[2,3-b]pyridin-5-yl) oxy)-4-bromo-6-fluorobenzoate